N-(3',4'-Dichloro-[1,1'-biphenyl]-4-yl)-2-(methylamino)butanamid ClC=1C=C(C=CC1Cl)C1=CC=C(C=C1)NC(C(CC)NC)=O